FC1=CC(=C(C=C1C1=CCCN(C1)C1=NC=C(C=N1)OC)NC(=O)C1=CNC(C=C1C(F)(F)F)=O)N1C[C@H](N([C@H](C1)C)C)C |r| N-[4-fluoro-5-[1-(5-methoxypyrimidin-2-yl)-3,6-dihydro-2H-pyridin-5-yl]-2-[rac-(3R,5S)-3,4,5-trimethylpiperazin-1-yl]phenyl]-6-oxo-4-(trifluoromethyl)-1H-pyridine-3-carboxamide